(S)-2,6-diaminohexanoic acid Compound with (Z)-4-(5-bromo-3-(1-cyano-2-(5-cyano-2-methoxyphenyl)vinyl)-1H-indol-1-yl)-4-oxobutylphosphonic acid BrC=1C=C2C(=CN(C2=CC1)C(CCCP(O)(O)=O)=O)/C(=C/C1=C(C=CC(=C1)C#N)OC)/C#N.N[C@H](C(=O)O)CCCCN